3,3,8-trimethyl-6-(quinoxalin-2-ylamino)-1,4-dihydro-quinolin-2-one CC1(C(NC2=C(C=C(C=C2C1)NC1=NC2=CC=CC=C2N=C1)C)=O)C